7-(2',6'-dimethyl-[1,1'-biphenyl]-3-yl)-1H-imidazo[4,5-b]pyridine CC1=C(C(=CC=C1)C)C1=CC(=CC=C1)C1=C2C(=NC=C1)N=CN2